3-[3-Methyl-2-oxo-5-[4-(4-piperidylmethyl)-1-piperidyl]benzimidazol-1-yl]piperidine-2,6-dione CN1C(N(C2=C1C=C(C=C2)N2CCC(CC2)CC2CCNCC2)C2C(NC(CC2)=O)=O)=O